2-(3,4-dimethoxyphenyl)propanal COC=1C=C(C=CC1OC)C(C=O)C